(2-bromo-4,5-dimethylthiophen-3-yl)methanol BrC=1SC(=C(C1CO)C)C